3-[4-(5-Benzylpyrimidin-2-yl)piperazin-1-yl]-6-(1-methyl-1H-pyrazol-4-yl)pyrazolo[1,5-a]pyridine C(C1=CC=CC=C1)C=1C=NC(=NC1)N1CCN(CC1)C=1C=NN2C1C=CC(=C2)C=2C=NN(C2)C